L-(+)-Arginine C(C[C@@H](C(=O)O)N)CN=C(N)N